((4-methoxybenzyl)thio)-1H-pyrrolo[2,3-b]Pyridine COC1=CC=C(CSN2C=CC=3C2=NC=CC3)C=C1